ClC1=CC=C(C=C1)C=1C=CC2=CN(N=C2C1)C1CN(CCC1)C(C=C)=O 1-(3-(6-(4-chlorophenyl)-2H-indazol-2-yl)piperidin-1-yl)prop-2-en-1-one